4-bromo-N-{2-[2-(2-methoxyethoxy)ethoxy]ethyl}-N-methylbenzene-1-sulfonamide BrC1=CC=C(C=C1)S(=O)(=O)N(C)CCOCCOCCOC